CN1N=NC(=C1)S(=O)(=O)Cl 1-methyl-1H-1,2,3-triazole-4-sulfonyl chloride